C(C1=CC=CC=C1)OC=1C=CC(=C(C1)C#CC(CO)(C)C)Br 4-(5-benzyloxy-2-bromo-phenyl)-2,2-dimethyl-but-3-yn-1-ol